4-bromo-5-fluoro-1-(methyl-d3)-1H-pyrazole BrC=1C=NN(C1F)C([2H])([2H])[2H]